2-benzyl-3-(2,2-dichlorocyclopropyl)-N-(8-fluoro-3-quinolyl)-2-methyl-propan-amide C(C1=CC=CC=C1)C(C(=O)NC=1C=NC2=C(C=CC=C2C1)F)(CC1C(C1)(Cl)Cl)C